N1C=NC=C1C(=O)N (1H-imidazol-5-yl)carboxamide